CN1N=C2C(=CC(=CC2=C1)C1=CC2=C(N=C(S2)OC2CC(NC(C2)(C)C)(C)C)C=C1)C 6-(2,7-dimethyl-2H-indazol-5-yl)-2-[(2,2,6,6-tetramethylpiperidin-4-yl)oxy]-1,3-benzothiazole